ClC1=C2C(=NN(C1=O)C1=CC3=CN(N=C3C=C1)C)C=CN2CC2CC2 4-chloro-5-(cyclopropylmethyl)-2-(2-methyl-2H-indazol-5-yl)-2H,3H,5H-pyrrolo[3,2-c]pyridazin-3-one